COC(C1=C(C=CC(=C1)C(F)(F)F)NC1=C(C=C(C=C1)F)OCC1=CC=CC=C1)=O 2-((2-(benzyloxy)-4-fluorophenyl)amino)-5-(trifluoromethyl)-benzoic acid methyl ester